2-(difluoromethyl)-5-(6-((4-(1-ethylpiperidin-3-yl)-1H-1,2,3-triazol-1-yl)methyl)pyridin-3-yl)-1,3,4-oxadiazole FC(C=1OC(=NN1)C=1C=NC(=CC1)CN1N=NC(=C1)C1CN(CCC1)CC)F